BrC1=C(C=C(C=C1)C(F)(F)F)C(C(F)(F)F)O 1-(2-bromo-5-(trifluoromethyl)phenyl)-2,2,2-trifluoroethan-1-ol